CNC(=O)C1OCCO1 n-methyl-1,3-dioxolane-2-carboxamide